CC([C@@H](C(=O)N1[C@@H](C[C@H](C1)O)C(=O)NC)N1N=NC(=C1)C1=CC(=CC=C1)NCC=1SC=CC1)(C)C (2S,4R)-1-[(2S)-3,3-dimethyl-2-[4-[3-(2-thienylmethylamino)phenyl]triazol-1-yl]butanoyl]-4-hydroxy-N-methyl-pyrrolidine-2-carboxamide